FC1=C(C=CC=C1F)[C@@H]1N(OCC1)C1=CC(=NC=N1)NC=1C(=CC(=C(C1)NC(C=C)=O)N1C[C@@H](N(CC1)C)C)OC N-(5-((6-((R)-3-(2,3-difluorophenyl)isoxazolidine-2-yl)pyrimidine-4-yl)amino)-2-((S)-3,4-dimethylpiperazine-1-yl)-4-methoxy-phenyl)acrylamide